tri(vinyl-dimethyl-silane) phosphate P(=O)(O)(O)O.C(=C)[SiH](C)C.C(=C)[SiH](C)C.C(=C)[SiH](C)C